[S+2].C(C)(=O)[O-].C(C=C)NCC=C.C(C)(=O)[O-] diallylamine acetate sulfur